NCCCCCCC1=CC=C(C=C1)C1=CC=C(C=C1)CCCCNC(OCC1=CC=CC=C1)=O benzyl (4-(4'-(6-aminohexyl)-[1,1'-biphenyl]-4-yl)butyl)carbamate